C(C)(C)(C)OC(=O)C1C2CC(C(C1C(=O)OC(C)(C)C)C2)OC(=O)C2C1C=CC(C2)C1=O 5-(5,6-di(t-butoxycarbonyl)-2-norbornyloxycarbonyl)-7-oxo-bicyclo[2.2.1]Hept-2-ene